1-(4-(2,3-Dimethylphenyl)piperazin-1-yl)-2-(3-((3S,4S)-3-fluoro-4-hydroxypiperidin-1-carbonyl)-4,5,6,7-tetrahydro-1H-indazol-1-yl)ethanon CC1=C(C=CC=C1C)N1CCN(CC1)C(CN1N=C(C=2CCCCC12)C(=O)N1C[C@@H]([C@H](CC1)O)F)=O